CC1N(C(CCC1)C)CCN 2-(2,6-dimethylpiperidin-1-yl)ethylamine